NC=1C=C(C=CC1)C(/C=C/C1=CC(=C(OCC=2C=C(C(=O)N)C=CC2)C(=C1)OC)Cl)=O (E)-3-((4-(3-(3-aminophenyl)-3-oxoprop-1-en-1-yl)-2-chloro-6-methoxyphenoxy)methyl)benzamide